N-(4-chloro-5-phenoxypyridin-2-yl)-6-(piperazin-1-yl)quinazolin-4-amine ClC1=CC(=NC=C1OC1=CC=CC=C1)NC1=NC=NC2=CC=C(C=C12)N1CCNCC1